2-hydroxyethyl acrylate (2-hydroxyethoxy acrylate) OCCOC(C(=O)O)=C.C(C=C)(=O)OCCO